3-(aminomethyl)-5-(3-(aminomethyl)piperazin-1-yl)-2,3-dihydro-1,4-benzodioxine NCC1OC2=C(OC1)C=CC=C2N2CC(NCC2)CN